n-hendecanone CC(CCCCCCCCC)=O